CC=1N=C2N(N=C(C=C2CC2=NN=CN2)C=2C=C3C=CN(C(C3=CC2)=O)C2CCNCC2)C1 6-[2-methyl-8-(4H-1,2,4-triazol-3-ylmethyl)imidazo[1,2-b]pyridazin-6-yl]-2-(4-piperidyl)isoquinolin-1-one